C(C)(=O)O[C@@H]1[C@H](O[C@H]([C@@H]1OC(C)=O)N1N=CC=2C1=NC(=NC2NC2CCCC2)Cl)COC(C)=O (2R,3R-4R,5R)-2-(Acetoxymethyl)-5-(6-chloro-4-(cyclopentylamino)-1H-pyrazolo[3,4-d]pyrimidin-1-yl)tetrahydrofuran-3,4-diyl diacetate